N=1C=CN2C1C=C(C=C2)C2(CC2)C(=O)OC methyl 1-imidazo[1,2-a]pyridin-7-ylcyclopropanecarboxylate